C(C)(C)C1=C(C=CC=C1)C=1N=CC2=C(N1)NC1=C2C=CN=C1 2-(2-isopropylphenyl)-9H-pyrido[4',3':4,5]pyrrolo[2,3-d]pyrimidine